5-amino-4-(5-(4-methyl-6-(methylamino)pyridin-2-yl)-1-oxoisoindolin-2-yl)-5-oxopentanoate NC(C(CCC(=O)[O-])N1C(C2=CC=C(C=C2C1)C1=NC(=CC(=C1)C)NC)=O)=O